dibromolactose Br[C@@]1(C(O)(O[C@@H]([C@H]([C@@H]1O)O[C@H]1[C@H](O)[C@@H](O)[C@@H](O)[C@H](O1)CO)CO)Br)O